Acryl-carbon C(=O)(C=C)[C]